NCCC(C(=O)SCC1=CC=C(C=C1)C(NCCN)=O)(C)C S-(4-((2-aminoethyl) carbamoyl) benzyl) 4-amino-2,2-dimethylthiobutanoate